3-(4-phenoxyphenyl)-1-[1-[1-(4-piperidyl)-4-piperidyl]-4-piperidyl]pyrazolo[3,4-d]pyrimidin-4-amine O(C1=CC=CC=C1)C1=CC=C(C=C1)C1=NN(C2=NC=NC(=C21)N)C2CCN(CC2)C2CCN(CC2)C2CCNCC2